BrC=1C(=C(C=C(C1F)F)F)F 3-bromo-1,2,4,5-tetrafluorobenzene